((2S,4S)-tetrahydropyrido[2,3-c]pyridazin-3-yl)-3-methyl-5-(trifluoromethyl)phenol N1NC(CC2=C1N=CC=C2)C2=C(C=C(C=C2C)C(F)(F)F)O